N=1C=NN2C=NC(=CC21)OC2=C(C=C(C=C2)NC2=NC=NC1=CC=C(C(=C21)OC2C(CN(CC2)C)F)OC)C N-(4-([1,2,4]triazolo[1,5-c]pyrimidin-7-yloxy)-3-methylphenyl)-5-((3-fluoro-1-methylpiperidin-4-yl)oxy)-6-methoxyquinazolin-4-amine